2,2'-methylene-bis(4,6-di-t-butylphenyl) octylphosphite C(CCCCCCC)P1(OC2=C(C=C(C=C2C(C)(C)C)C(C)(C)C)CC2=C(C(=CC(=C2)C(C)(C)C)C(C)(C)C)O1)[O-]